mono-sodium mono-tetradecyl phosphate P(=O)(OCCCCCCCCCCCCCC)([O-])O.[Na+]